(S)-6-(6-methyl-1-(1-(p-tolyl)ethyl)-1H-benzo[d]imidazol-2-yl)pyridin-3-amine CC=1C=CC2=C(N(C(=N2)C2=CC=C(C=N2)N)[C@@H](C)C2=CC=C(C=C2)C)C1